N1(N=CC=C1)CCN 2-(1H-pyrazol-1-yl)ethylamine